(6-methoxy-3-nitropyridin-2-yl)-2-methylpropan-1-ol COC1=CC=C(C(=N1)C(C(C)C)O)[N+](=O)[O-]